N-(1H-indol-6-ylmethyl)-6-[4-(oxetan-3-yl)piperazin-1-yl]pyrido[2,3-b]pyrazin-3-amine N1C=CC2=CC=C(C=C12)CNC1=CN=C2C(=N1)N=C(C=C2)N2CCN(CC2)C2COC2